ClC1=NC(=C2C(=N1)N(N=C2)[C@H]2[C@@H]([C@@H]([C@H](O2)COC(CO)(C=2N=NNN2)P(O)(O)=O)O)O)NC2CCCC2 (1-(((2R,3S,4R,5R)-5-(6-chloro-4-(cyclopentylamino)-1H-pyrazolo[3,4-d]pyrimidin-1-yl)-3,4-dihydroxytetrahydrofuran-2-yl)methoxy)-2-hydroxy-1-(2H-tetrazol-5-yl)ethyl)phosphonic acid